N-(3-(N-(4-bromophenyl)sulfamoyl)phenyl)-5-nitrothiophene-2-carboxamide BrC1=CC=C(C=C1)NS(=O)(=O)C=1C=C(C=CC1)NC(=O)C=1SC(=CC1)[N+](=O)[O-]